COC1=CC=C(C=C1)/C=C/C(=O)C1=CC=C(OCC(=O)O[C@H]2[C@@H]([C@@H]3CC[C@H]([C@@H]4CC[C@@]5(OO[C@]43[C@H](O2)O5)C)C)C)C=C1 [(1S,4S,5R,8S,9R,10S,12R,13R)-1,5,9-Trimethyl-11,14,15,16-tetraoxatetracyclo[10.3.1.04,13.08,13]hexadecan-10-yl] 2-[4-[(E)-3-(4-methoxyphenyl)prop-2-enoyl]phenoxy]acetate